OCC1=CC=CC(=N1)C(=O)N(C1=CC=C(C=C1)C)C 6-(hydroxymethyl)-N-methyl-N-(p-tolyl)pyridine-2-carboxamide